BrC=1C=C(C=2N(C3=CC=CC=C3C2C1)C1=CC=2C=CC3=CC=CC=C3C2C=C1)C=1C=NC=CC1 3-bromo-9-(phenanthren-2-yl)-1-(pyridine-3-yl)-9H-carbazole